methyl-dimethyl-formamide CC(=O)N(C)C